5-(3-chlorophenyl)-3-hydroxypyridine ClC=1C=C(C=CC1)C=1C=C(C=NC1)O